tert-butyl 2-((R)-2-(3-((S)-2-acetoxypropyl) phenyl)-7-((2-((tert-butyldimethylsilyl) oxy)ethyl)sulfonyl)-2,6,6-trimethylheptanoyl)-1-methylhydrazine-1-carboxylate C(C)(=O)O[C@H](CC=1C=C(C=CC1)[C@](C(=O)NN(C(=O)OC(C)(C)C)C)(CCCC(CS(=O)(=O)CCO[Si](C)(C)C(C)(C)C)(C)C)C)C